BrC=1C=C2CCC(NC2=CC1)=O 6-bromo-1,2,3,4-tetrahydro-2-quinolinone